C(C)OC(=O)C=1N=C2N(N1)C(C(C2)O[Si](C)(C)C(C)(C)C)C2=CC=CC=C2 6-((tert-butyldimethylsilyl)oxy)-5-phenyl-6,7-dihydro-5H-pyrrolo[1,2-b][1,2,4]triazole-2-carboxylic acid ethyl ester